N1C=NC(=C1)C1=CC=C(OCC=2C=NC(=NC2)S(=O)(=O)C)C=C1 5-((4-(1H-imidazol-4-yl)phenoxy)methyl)-2-(methylsulfonyl)pyrimidine